tert-butyl (4-(2-oxopyrrolidin-1-yl)thiazol-2-yl)carbamate O=C1N(CCC1)C=1N=C(SC1)NC(OC(C)(C)C)=O